1-N'-(4-fluorophenyl)-1-N-[4-[7-methoxy-6-(oxetan-3-ylcarbamoyl)quinolin-4-yl]oxyphenyl]cyclopropane-1,1-dicarboxamide FC1=CC=C(C=C1)NC(=O)C1(CC1)C(=O)NC1=CC=C(C=C1)OC1=CC=NC2=CC(=C(C=C12)C(NC1COC1)=O)OC